(Z)-2-tridecene C\C=C/CCCCCCCCCC